(3R,5R)-5-(3-(1-methyl-3-((trifluoromethoxy)methyl)-1H-pyrazole-5-carboxamido)-1H-pyrazol-5-yl)tetrahydrofuran-3-yl (1-methylcyclopropyl)carbamate CC1(CC1)NC(O[C@H]1CO[C@H](C1)C1=CC(=NN1)NC(=O)C1=CC(=NN1C)COC(F)(F)F)=O